FC1=C(OCC(=O)O)C=CC(=C1)C(NC1=C2C(N(C=NC2=CC=C1)CCC1=C(C=CC=C1)OC)=O)=O 2-[2-fluoro-4-({3-[2-(2-methoxyphenyl)ethyl]-4-oxo-3,4-dihydro-quinazolin-5-yl}carbamoyl)phenoxy]acetic acid